C(C=C)(=O)NC(C)(C)CS(=O)(=O)O.C(C=C)(=O)NC(CS(=O)(=O)O)(C)C 2-acrylamido-2-methylpropanesulfonic acid (acryloyldimethyltaurate)